C(C)C(COC(C(C)O)O)CCCC (2-ethylhexyl)oxyl-1,2-propanediol